2-(3-chloro-4-(6-(1-methylcyclopropoxy)-9-((4-methylpyridin-2-yl)methyl)-9H-purin-8-yl)phenoxy)-N-(3-fluoropropyl)acetamide ClC=1C=C(OCC(=O)NCCCF)C=CC1C=1N(C2=NC=NC(=C2N1)OC1(CC1)C)CC1=NC=CC(=C1)C